CC1=CNC2=C1C(N(C=C2C(=O)O)C2(CC2)C)=O 3-methyl-5-(1-methylcyclopropyl)-4-oxo-1H,4H,5H-pyrrolo[3,2-c]pyridine-7-carboxylic acid